[Se](=O)(O)[O-].[Li+] lithium hydrogenselenite